4-(tert-butyl)-2-(imidazo[1,2-a]pyridin-2-yl)-4,5-dihydrooxazole C(C)(C)(C)C1N=C(OC1)C=1N=C2N(C=CC=C2)C1